3-(5-Fluoro-2-pyridyl)-3-hydroxy-2,2-dimethyl-propanenitrile FC=1C=CC(=NC1)C(C(C#N)(C)C)O